C(CCCCCCCCC)(=O)OCCCCCCCCCCCCCCCCCCCCCC behenyl n-decanoate